[Li+].C(#N)C(C(=O)NC=1N=C2N(N=C(C=C2)C=2C=NC(=C(C(=O)[O-])C2)OC)C1)(C)C 5-(2-(2-cyano-2-methylpropanamido)imidazo[1,2-b]pyridazin-6-yl)-2-methoxynicotinic acid, lithium salt